FC(C(=CCCP(OC)(OC)=O)COC1OCCCC1)(F)F Dimethyl (5,5,5-trifluoro-4-(((tetrahydro-2H-pyran-2-yl)oxy)methyl)pent-3-en-1-yl)phosphonate